CC1(C=2OC(C=3SC(=CC3C2COC1)C=1C=NN(C1)COCC[Si](C)(C)C)=O)NC(OC(C)(C)C)=O tert-butyl N-[10-methyl-7-oxo-4-[1-(2-trimethylsilylethoxymethyl)pyrazol-4-yl]-8,12-dioxa-5-thiatricyclo[7.4.0.02,6]trideca-1(9),2(6),3-trien-10-yl]carbamate